Cl.CN(C1(CCCC1)CNC(C1=CC(=C(C(=C1)OC)OCC1=CC=CC=C1)OC)=O)C N-[[1-(dimethylamino)cyclopentyl]methyl]-3,5-dimethoxy-4-(phenylmethoxy)benzamide hydrochloride